FC1=C(C2=C(C=N1)[C@@H](COC2)N2C[C@H](NCC2)C2=C(C=CC=C2)OC(C)C)OC (3R)-1-[(4S)-7-fluoro-8-methoxy-1H,3H,4H-pyrano[4,3-c]pyridin-4-yl]-3-(2-isopropoxyphenyl)piperazine